1-(2-((4-(dimethylamino) butanoyl) oxy)-3-((5-(nonyloxy)-5-oxopentanoyl) oxy) propyl) 7-(heptadecan-9-yl) pimelate C(CCCCCC(=O)OC(CCCCCCCC)CCCCCCCC)(=O)OCC(COC(CCCC(=O)OCCCCCCCCC)=O)OC(CCCN(C)C)=O